OC(CCCC1CCCC=C1C=O)(C)C 2-(4-hydroxy-4-methylpentyl)-3-cyclohexene-3-formaldehyde